4-(((1R,2S)-1-(dimethylamino)-1-(pyridin-2-yl)propan-2-yl)amino)-2-methylphthalazin-1(2H)-one CN([C@H]([C@H](C)NC1=NN(C(C2=CC=CC=C12)=O)C)C1=NC=CC=C1)C